4-(7,7-difluoro-2-((2S,3R)-3-hydroxy-2-methylazetidin-1-yl)-6,7-dihydro-5H-cyclopenta[d]pyrimidin-4-yl)benzoic acid FC1(CCC2=C1N=C(N=C2C2=CC=C(C(=O)O)C=C2)N2[C@H]([C@@H](C2)O)C)F